SCCCCCCCCCCCC(COCCOCCOCCOCCOCCO)O 11-mercaptoundecyl-hexaethyleneglycol